FC(C(=O)[O-])(F)F.COC=1C=C(\C=C\2/CC(C\C(\C2=O)=C/C2=CC(=C(C=C2)OC)OC)NS(=O)(=O)CC[NH+]2CCOCC2)C=CC1OC 4-(2-(N-(3,5-Bis((E)-3,4-dimethoxybenzylidene)-4-oxocyclohexyl)sulfamoyl)ethyl)morpholin-4-ium trifluoroacetate